COC1CN2C(OC1)=C(C=N2)S(=O)(NC(NC2=C1C(=CC=3CCCC23)C[C@@H]1C)=O)=NC(C1=CC=CC=C1)(C1=CC=CC=C1)C1=CC=CC=C1 6-methoxy-N-(((S)-2-methyl-2,4,5,6-tetrahydro-1H-cyclobuta[f]inden-3-yl)carbamoyl)-N'-trityl-6,7-dihydro-5H-pyrazolo[5,1-b][1,3]oxazine-3-sulfonimidamide